C(CCCCCCCCCCCCCC)(=O)N[C@H]1CN(CCC1)C(=O)C1=CC=C(C(=O)N2C[C@H]([C@@H](C2)C(=O)N[C@@H]2[C@H](C2)C2=CC=CC=C2)C(=O)N[C@@H]2[C@H](C2)C2=CC=CC=C2)C=C1 (3S,4S)-1-(4-((R)-3-pentadecanamidopiperidine-1-carbonyl)benzoyl)-N3,N4-bis((1S,2R)-2-phenylcyclopropyl)pyrrolidine-3,4-dicarboxamide